FC(C1=CC=C(C=C1)C1=NSC=N1)(F)F (4-(trifluoromethyl)phenyl)-1,2,4-thiadiazole